The molecule is a steroid sulfate oxoanion obtained by deprotonation of the sulfo group of (24S)-hydroxycholesterol 24-sulfate. It is a conjugate base of a (24S)-hydroxycholesterol 24-sulfate. C[C@H](CC[C@@H](C(C)C)OS(=O)(=O)[O-])[C@H]1CC[C@@H]2[C@@]1(CC[C@H]3[C@H]2CC=C4[C@@]3(CC[C@@H](C4)O)C)C